(9Z)-9-nonadecene CCCCCCCC\C=C/CCCCCCCCC